6-(4-Ethylphenyl)-N-[(2-oxo-1H-pyridin-3-yl)sulfonyl]-2-(2,4,6-trimethylphenoxy)pyridin-3-carboxamid C(C)C1=CC=C(C=C1)C1=CC=C(C(=N1)OC1=C(C=C(C=C1C)C)C)C(=O)NS(=O)(=O)C=1C(NC=CC1)=O